1,2,4-trichloro-5-nitrobenzene ClC1=C(C=C(C(=C1)[N+](=O)[O-])Cl)Cl